4-(3,3-difluoroazetidin-1-yl)-N2,N2,N6,N6-tetrakis(2-methoxyethyl)-8-(4-methoxypiperidin-1-yl)pyrimido[5,4-d]pyrimidine-2,6-diamine FC1(CN(C1)C=1C2=C(N=C(N1)N(CCOC)CCOC)C(=NC(=N2)N(CCOC)CCOC)N2CCC(CC2)OC)F